α-[[(3-Methylcyclobutyl)amino]methyl]benzenemethanol CC1CC(C1)NCC(O)C1=CC=CC=C1